ClCC(=O)N(CCC(=O)N)NC([C@@H](CC(C)C)NC(\C=C\C1=C(C=C(C=C1)Cl)F)=O)=O 3-[(2-Chloroacetyl)-[[(2R)-2-[[(E)-3-(4-chloro-2-fluoro-phenyl)prop-2-enoyl]amino]-4-methyl-pentanoyl]amino]amino]propanamide